((3-hydroxyoxetan-3-yl)ethynyl)furan-2-carbaldehyde Oxime OC1(COC1)C#CC1=C(OC=C1)C=NO